1-(1-hydroxy-2-methylpropan-2-yl)-1H-pyrazol OCC(C)(C)N1N=CC=C1